P(O)(=O)(OP(=O)(O)OP(=O)(O)O)OC[C@@H]1[C@H]([C@H]([C@@H](O1)N1C(=O)N=C(N)C(=C1)CC=CN)O)O.FC(C1=CC=C(C=C1)P(I)C1=CC=C(C=C1)C(F)(F)F)(F)F bis(4-(trifluoromethyl)phenyl)iodophosphine 5-aminoallyl-cytidine-5'-triphosphate